Methyl (S)-4-((4-((4-(4-aminopyrimidin-2-yl)-1-methyl-1H-pyrazol-5-yl)oxy)butan-2-yl)amino)-6-chloronicotinate NC1=NC(=NC=C1)C=1C=NN(C1OCC[C@H](C)NC1=CC(=NC=C1C(=O)OC)Cl)C